CC1=CC=C(C(=N1)C(=O)N1[C@@H]2[C@@H](C[C@H](C1)C2)NC=2N=NC(=CC2)C(F)(F)F)N2N=CC=N2 (6-methyl-3-(2H-1,2,3-triazol-2-yl)pyridin-2-yl)((1S,4S,6R)-6-((6-(trifluoromethyl)pyridazin-3-yl)amino)-2-azabicyclo[2.2.1]heptan-2-yl)methanone